ethyl sulphoxide C(C)S(=O)CC